3,3'-sulfonyl-dipropionitrile S(=O)(=O)(CCC#N)CCC#N